1,2-ethanediol diacetate C(C)(=O)OCCOC(C)=O